3-{[(3R)-1-methylpiperidin-3-yl]oxy}-5-(5-methyl-1,3-thiazol-2-yl)benzonitrile CN1C[C@@H](CCC1)OC=1C=C(C#N)C=C(C1)C=1SC(=CN1)C